Z-butyl 3-oxopiperazine-1-carboxylate O=C1CN(CCN1)C(=O)OCCCC